NCCC1=C(C(=O)N)C=CC(=C1)OC aminoethyl-para-methoxybenzamide